NC1=C(C(=NC=N1)C=1C(=C(C=C(C1)F)NC(C1=C(C=C(C=C1)C1CC1)F)=O)C)OCCNC(C(=C)C)=O N-(3-(6-amino-5-(2-(N-methacryloylamino)ethoxy)pyrimidin-4-yl)-5-fluoro-2-methylphenyl)-4-cyclopropyl-2-fluorobenzamide